Imidazole-4-ylpiperazine-1-carboxylic acid tert-butyl ester C(C)(C)(C)OC(=O)N1C(CNCC1)C=1N=CNC1